ClC1=NN2C(N=CC3=C2C([C@H](CN3C(=O)NC=3C=NC(=C(C3)Cl)N3N=CC=N3)OC)(C)C)=C1 (R)-2-chloro-N-(5-chloro-6-(2H-1,2,3-triazol-2-yl)pyridin-3-yl)-8-methoxy-9,9-dimethyl-8,9-dihydropyrazolo[1,5-a]pyrido[2,3-e]pyrimidine-6(7H)-carboxamide